ClC=1C(=CC=2C3=C(C=NC2C1CCC(=O)OCC)CN([C@H]3C)C(=O)OC(C)(C)C)OC tert-butyl (1S)-7-chloro-6-(3-ethoxy-3-oxo-propyl)-8-methoxy-1-methyl-1,3-dihydropyrrolo[3,4-c]quinoline-2-carboxylate